N[C@H]1C2N(CC1CC2)C(=O)C2=CC1=C(N(C(=N1)C1=CC=3C(=NC(=CC3)C3=CC=C(C=N3)CC(=O)N)N1CC1CC1)C)C(=C2)OC 2-[6-(2-{5-[(7R)-7-amino-2-azabicyclo[2.2.1]heptane-2-carbonyl]-7-methoxy-1-methyl-1H-1,3-benzodiazol-2-yl}-1-(cyclopropylmethyl)-1H-pyrrolo[2,3-b]pyridin-6-yl)pyridin-3-yl]acetamide